FC1=C(C(=CC2=C1N=C(S2)C=2C=C(C=C1N=C(C=NC21)OC)CO)OC)F (8-(4,5-difluoro-6-methoxybenzo[d]thiazol-2-yl)-3-methoxyquinoxalin-6-yl)methanol